Cl.C(C)C1=CC=C(C=C1)NC1N(C(=NC(=N1)N)N1CCCC1)C1=CC(=CC=C1)OC N-(4-Ethylphenyl)-N1-(3-methoxyphenyl)-6-pyrrolidin-1-yl-[1,3,5]triazine-2,4-diamine hydrochloride